N-(3,5-difluoro-4-((7-(2-(methylamino)ethoxy)quinolin-4-yl)oxy)phenyl)-4-ethoxypyridine-3-carboxamide FC=1C=C(C=C(C1OC1=CC=NC2=CC(=CC=C12)OCCNC)F)NC(=O)C=1C=NC=CC1OCC